(S)-ethyl 3-cyclohexyl-2-(5-(3-(5-(pentan-3-ylcarbamoyl)oxazol-2-yl)phenyl)-1H-pyrazole-3-carboxamido)propanoate C1(CCCCC1)C[C@@H](C(=O)OCC)NC(=O)C1=NNC(=C1)C1=CC(=CC=C1)C=1OC(=CN1)C(NC(CC)CC)=O